(2S)-indoline-2-formic acid N1[C@@H](CC2=CC=CC=C12)C(=O)O